tert-Butyl (R)-3-(((2S,5R)-1-(tert-butoxycarbonyl)-5-((S)-(3-fluorophenyl)-(hydroxy)methyl)pyrrolidin-2-yl)methyl)piperidine-1-carboxylate C(C)(C)(C)OC(=O)N1[C@@H](CC[C@@H]1[C@@H](O)C1=CC(=CC=C1)F)C[C@@H]1CN(CCC1)C(=O)OC(C)(C)C